BrC1=CC=C(OC[C@H](C(=O)N)O)C=C1 (R)-3-(4-bromophenoxy)-2-hydroxypropionamide